O[C@H](C)C1=CC2=C(N=C(N=C2)NCC2CCN(CC2)CC)C(=N1)NC(C)C (R)-1-(4-(((6-(1-hydroxyethyl)-8-(isopropylamino)pyrido[3,4-d]pyrimidin-2-yl)amino)methyl)piperidin-1-yl)ethan